CC(C(CCCC(C)=O)=O)C 7-METHYLOCTANE-2,6-DIONE